1-[(2,3,4-trimethoxyphenyl)methyl]-piperazine, dihydrochloride Cl.Cl.COC1=C(C=CC(=C1OC)OC)CN1CCNCC1